Cl.ClC1=CC=C(C=C1)C1(COC2=C(O1)C=CC=C2N2CCCCC2)C (2-(4-chlorophenyl)-2-methyl-2,3-dihydrobenzo[b][1,4]dioxin-5-yl)piperidine hydrochloride